C(C)(C)(C)C1=CC=C(C=C1)CCC=O 3-(4-(tert-butyl)phenyl)propanal